O=C[C@H](O)[C@H](O)CO E-erythrose